(±)-18-hydroxy-5Z,8Z,11Z,14Z-eicosatetraenoic acid O[C@@H](CCCCCCCC\C=C/C=C\C=C/C=CC(=O)O)CC |r|